5-(4,6-bis(3,4,5-trimethoxystyryl)pyrimidin-2-oxy)pentylguanidinium trifluoroacetate FC(C(=O)[O-])(F)F.COC=1C=C(C=CC2=NC(=NC(=C2)C=CC2=CC(=C(C(=C2)OC)OC)OC)OCCCCCNC(=[NH2+])N)C=C(C1OC)OC